3-[(3-amino-2-fluoro-phenyl)methyl]-7-[(3-fluoro-2-pyridyl)oxy]-4-methyl-chromen-2-one NC=1C(=C(C=CC1)CC=1C(OC2=CC(=CC=C2C1C)OC1=NC=CC=C1F)=O)F